(1r,5s,8s)-3-azabicyclo[3.2.1]octane-8-carbonitrile [C@@H]12CNC[C@@H](CC1)C2C#N